benzyl {5-[2-(4-chloro-3-fluorophenoxy)acetamido]bicyclo[3.1.1]heptan-1-yl}carbamate ClC1=C(C=C(OCC(=O)NC23CCCC(C2)(C3)NC(OCC3=CC=CC=C3)=O)C=C1)F